C1(CC1)[C@@H](C(=O)N)NC1=CC2=C(C=3N(CCO2)C=C(N3)N3C(OC[C@H]3CF)=O)C=C1 (S)-2-cyclopropyl-2-((2-((S)-4-(fluoromethyl)-2-oxooxazolidin-3-yl)-5,6-dihydrobenzo[f]imidazo[1,2-d][1,4]oxazepin-9-yl)amino)acetamide